CC1N(C(CNC1)C)C1=C2CN(CC2=C(C=C1F)F)C1C(NC(CC1)=O)=O 4-(2,6-Dimethylpiperazin-1-yl)-2-(2,6-dioxopiperidin-3-yl)-5,7-difluoroisoindoline